C1(CC1)C1=NC=NC(=C1C=1N=CC2=C(N1)N(C(C=C2)=O)CC2=CC(=C(C=C2)C=2N(C=C(N2)C(F)(F)F)CC)F)OC 2-(4-Cyclopropyl-6-methoxypyrimidin-5-yl)-8-(4-(1-ethyl-4-(trifluoromethyl)-1H-imidazol-2-yl)-3-fluorobenzyl)pyrido[2,3-d]pyrimidin-7(8H)-one